1-azido-1-deoxy-D-glucitol N(=[N+]=[N-])C[C@H](O)[C@@H](O)[C@H](O)[C@H](O)CO